S(N)(OC[C@@H]1OC(OC1C1=C(C=CC=C1)I)C1=CC=CC=C1)(=O)=O ((4S,4S)-5-(2-iodophenyl)-2-phenyl-1,3-dioxolan-4-yl)methyl sulfamate